C1(CCCC1)N1C(=CC2=C1N=C(N=C2)NC2=CC=C(C=N2)C2CCN(CC2)CCO)C(=O)O 7-cyclopentyl-2-[1'-(2-hydroxyethyl)-1',2',3',4',5',6'-hexahydro-[3,4']bipyridinyl-6-ylamino]-7H-pyrrolo[2,3-d]pyrimidine-6-carboxylic acid